C1(=CC=CC=C1)N(C(=O)N1C[C@H](N(CC1)C(=O)C1(CCCCC1)C1=CC=CC=C1)C(=O)O)C1=CC=CC=C1 (S)-4-(diphenylcarbamoyl)-1-(1-phenylcyclohexanecarbonyl)piperazine-2-carboxylic acid